[3-(azepan-1-yl)-4-(4-propylpiperazine-1-carbonyl)phenyl]-3-cyclopropanecarbonyl-thiourea N1(CCCCCC1)C=1C=C(C=CC1C(=O)N1CCN(CC1)CCC)NC(=S)NC(=O)C1CC1